Thiocarboxy(thiocarboxylic acid) C(=S)(O)C(=S)O